(R)-5-methyl-6-((1-methylpiperidin-3-yl)amino)pyridazin-3(2H)-one CC1=CC(NN=C1N[C@H]1CN(CCC1)C)=O